(S)-4-(2-amino-3-(4-(4-(4-methoxycyclohexyl)-2-oxopiperazin-1-yl)phenyl)propanamido)-1H-indole-2-oic acid tert-butyl ester C(C)(C)(C)OC(=O)C=1NC2=CC=CC(=C2C1)NC([C@H](CC1=CC=C(C=C1)N1C(CN(CC1)C1CCC(CC1)OC)=O)N)=O